4-(2-hydroxy-propan-2-yl)-2H-pyridazin-3-one OC(C)(C)C=1C(NN=CC1)=O